ClC=1C=C2C(=C3C4(NC(NC13)=O)CCCCC4)OC(=C2)C(=O)NCCOC 5'-chloro-N-(2-methoxyethyl)-7'-oxo-7',8'-dihydro-6'H-spiro[cyclohexane-1,9'-furo[2,3-f]quinazoline]-2'-carboxamide